ClC1=CC2=C(N(C(N=C2N2[C@H](CN([C@@H](C2)C)C(C=C)=O)C)=O)C2=C(C=CC=C2C(C)C)CN2CC(C2)(F)F)N=C1C1=C(C=CC=C1)F 6-chloro-1-[2-[(3,3-difluoroazetidin-1-yl)methyl]-6-isopropyl-phenyl]-4-[(2S,5R)-2,5-dimethyl-4-prop-2-enoyl-piperazin-1-yl]-7-(2-fluorophenyl)pyrido[2,3-d]pyrimidin-2-one